NC=1C=C(CCNC(C2=CC(=CC=C2)NC2=NC=C(C=N2)C2=CC(=CC=C2)F)=O)C=CC1 N-(3-aminophenethyl)-3-((5-(3-fluorophenyl)pyrimidin-2-yl)amino)benzamide